1-(4-(4-(5-(2,6-difluorophenyl)-4,5-dihydroisoxazol-3-yl)thiazol-2-yl)piperidin-1-yl)-2-(5-nitro-1H-benzimidazol-1-yl)ethan-1-one FC1=C(C(=CC=C1)F)C1CC(=NO1)C=1N=C(SC1)C1CCN(CC1)C(CN1C=NC2=C1C=CC(=C2)[N+](=O)[O-])=O